2-[(2-chloro-3-fluoro-benzoyl)amino]-4-[3,3-difluoropropyl-[4-(5,6,7,8-tetrahydro-1,8-naphthyridin-2-yl)butyl]amino]butanoic acid ClC1=C(C(=O)NC(C(=O)O)CCN(CCCCC2=NC=3NCCCC3C=C2)CCC(F)F)C=CC=C1F